O1C(CCCC1)O[C@@H]1[C@H](CCC1)NC(OCC1=CC=CC=C1)=O Benzyl ((1S,2S)-2-((tetrahydro-2H-pyran-2-yl)oxy)cyclopentyl)carbamate